(R)-3-Hydroxy-1-methyl-3-(3-(3-(2-methylbenzo[d]oxazol-5-yl)phenyl)isoxazol-5-yl)pyrrolidin-2-one O[C@@]1(C(N(CC1)C)=O)C1=CC(=NO1)C1=CC(=CC=C1)C=1C=CC2=C(N=C(O2)C)C1